(3R,4R)-3-[(4-Fluorophenoxy)methyl]-4-methyl-2-[6-methyl-3-(1,3-thiazol-2-yl)pyridin-2-carbonyl]-2-azabicyclo[3.1.1]heptan FC1=CC=C(OC[C@@H]2N(C3CC([C@H]2C)C3)C(=O)C3=NC(=CC=C3C=3SC=CN3)C)C=C1